COC(\C=C\CCO[Si](C)(C)C(C)(C)C)=O (2E)-5-[(tert-Butyldimethylsilyl)oxy]pent-2-enoic acid methyl ester